1,4-bis(dimethylsilyl)benzene potassium [K].C[SiH](C1=CC=C(C=C1)[SiH](C)C)C